C(C)OCOC=1C=C(C=O)C=CC1C1=NN=C(C2=CC=CC=C12)NCC1=CC(=CC=C1)O 3-(ethoxymethoxy)-4-(4-((3-hydroxybenzyl)amino)phthalazin-1-yl)benzaldehyde